(±)-1-methyl-4-(2,4,6-trimethoxyphenyl)piperidin-3-ol hydrochloride Cl.CN1CC(C(CC1)C1=C(C=C(C=C1OC)OC)OC)O